N2,N5-diphenylpyridine-2,5-diamide C1(=CC=CC=C1)NC(=O)C1=NC=C(C=C1)C(=O)NC1=CC=CC=C1